COC1=C(C2=CC=CC=C2C=C1)N Methoxynaphthalen-1-amine